6-propylamino-4,5,6,7-tetrahydro-1,3-benzothiazol-2-amine C(CC)NC1CC2=C(N=C(S2)N)CC1